N-[(2-amino-5-fluoroquinolin-7-yl)methyl]-N-(2-methanesulfonylphenyl)pyridine-3-carboxamide NC1=NC2=CC(=CC(=C2C=C1)F)CN(C(=O)C=1C=NC=CC1)C1=C(C=CC=C1)S(=O)(=O)C